C(C)(C)(C)OC(=O)NC1(CCCCCC1)C(=O)O 1-((tert-butoxycarbonyl)amino)cycloheptane-1-carboxylic acid